3-{[4-(4-{3-[(tert-butoxycarbonyl)amino]propanamido}-1-methylpyrrole-2-amido)-1-methylimidazol-2-yl]formamido}propanoic acid C(C)(C)(C)OC(=O)NCCC(=O)NC=1C=C(N(C1)C)C(=O)NC=1N=C(N(C1)C)C(=O)NCCC(=O)O